COC1=CC(=CC(=C1OC)OC)[C@H]2[C@@H]3[C@@H](CC4=CC5=C(C=C24)OCO5)COC3=O The molecule is a member of the class of furonaphthodioxoles that is (5R,5aR,8aR)-5,8,8a,9-tetrahydro-2H-furo[3',4':6,7]naphtho[2,3-d][1,3]dioxol-6(5aH)-one substituted at position 5 by a 3,4,5-trimethoxyphenyl group. It has a role as a plant metabolite, an antineoplastic agent and an apoptosis inducer. It is a lignan, a furonaphthodioxole, a gamma-lactone and a member of methoxybenzenes.